ruthenium (III) triacetate C(C)(=O)[O-].C(C)(=O)[O-].C(C)(=O)[O-].[Ru+3]